2-(6-(2,5-dioxo-2,5-dihydro-1H-pyrrol-1-yl)hexanamido)-N5-(((2S,3R,4R,5S,6R)-3,4,5-trihydroxy-6-(hydroxymethyl)tetrahydro-2H-pyran-2-yl)methyl)pentanediamide O=C1N(C(C=C1)=O)CCCCCC(=O)NC(C(=O)N)CCC(=O)NC[C@@H]1O[C@@H]([C@H]([C@@H]([C@H]1O)O)O)CO